5-bromo-N-methoxy-N-methyl-2-[4-(trifluoromethoxy)phenyl]-1,2,4-triazol-3-amine BrC=1N=C(N(N1)C1=CC=C(C=C1)OC(F)(F)F)N(C)OC